6-(difluoromethoxy)-N-[(4-ethoxypyrimidin-5-yl)methyl]-5-fluoropyridine-3-carboxamide FC(OC1=C(C=C(C=N1)C(=O)NCC=1C(=NC=NC1)OCC)F)F